4-((3ar,6as)-hexahydropyrrolo[3,4-c]pyrrol-2(1H)-yl)pyrido[4,3-d]pyrimidine C1N(C[C@@H]2[C@H]1CNC2)C=2C1=C(N=CN2)C=CN=C1